2-{3-[2-amino-5-[2-(2-hydroxyethoxy)pyrazolo[1,5-a]pyridin-3-ylamino]-4-iminocyclohexa-2,5-dienylideneamino]pyrazolo[1,5-a]pyridin-2-yloxy}ethanol NC=1C(C=C(C(C1)=N)NC=1C(=NN2C1C=CC=C2)OCCO)=NC=2C(=NN1C2C=CC=C1)OCCO